ClC1=C(C(=CC=C1)Cl)NC(=O)C=1C(=NC(=NC1)NC1=CC=C(C=C1)N1CCN(CC1)C)OCC(C)N(C)C N-(2,6-dichlorophenyl)-4-(2-(dimethylamino)propoxy)-2-((4-(4-methylpiperazin-1-yl)phenyl)amino)pyrimidine-5-carboxamide